OCC1=CC=C(C=C1)NC([C@H](C)NC([C@H](C(C)C)NC(CCCCC=O)=O)=O)=O N-[(2S)-1-{[(2S)-1-{[4-(hydroxymethyl)phenyl]Amino}-1-oxoprop-2-yl]Amino}-3-methyl-1-oxobutan-2-yl]-6-oxohexanamide